OC1CCC(CC1)N(CCCCCCCCCC(=O)N(CCCCCCCCCC)CCCCCCCCCC)CCCCCCCCCC(=O)N(CCCCCCCCCC)CCCCCCCCCC 10,10'-(((1S,4S)-4-hydroxycyclohex-yl)azanediyl)bis-(N,N-didecyldecan-amide)